[Cl-].C(=O)(O)C1C(CCC2=CC=C(C=C12)OC1=CC2=C(C=CC=C2C=C1)Cl)[NH3+] carboxy-7-((8-chloronaphthalen-2-yl)oxy)-1,2,3,4-tetrahydronaphthalene-2-aminium chloride